1,3-bis[4-(4-amino-6-fluorophenoxy)-α,α-dimethylbenzyl]benzene NC1=CC=C(OC2=CC=C(C(C)(C)C3=CC(=CC=C3)C(C3=CC=C(C=C3)OC3=CC=C(C=C3F)N)(C)C)C=C2)C(=C1)F